ClC1=C2C(=NC(=C1)N1[C@@H](COCC1)C)C(=NS2)C2=CC(=NN2C2OCC2)C (3R)-4-{7-chloro-3-[3-methyl-1-(oxetan-2-yl)-1H-pyrazol-5-yl]-[1,2]Thiazolo[4,5-b]Pyridin-5-yl}-3-methylmorpholine